2-(5-Bromopyrazin-2-yl)isothiazolidine 1,1-dioxide BrC=1N=CC(=NC1)N1S(CCC1)(=O)=O